1,4-dimethyl-7-isopropyl-azulene-3-sulfonic acid CC1=CC(=C2C(=CC=C(C=C12)C(C)C)C)S(=O)(=O)O